hydroxyl-(2-amino)pyrimidine OC1=NC(=NC=C1)N